C1(CC1)N1C=NC2=C1C=CC(=C2)C#CC2=NN(C(=C2C(=O)N)NC)[C@@H]2CN([C@H](C2)COC)C(C=C)=O 3-[2-(1-cyclopropyl-1,3-benzodiazol-5-yl)ethynyl]-1-[(3S,5R)-5-(methoxymethyl)-1-(prop-2-enoyl)pyrrolidin-3-yl]-5-(methylamino)pyrazole-4-carboxamide